BrCC1=CC=C(C=C1)C#N 4-(bromomethyl)benzene-1-carbonitrile